bis-(3-methylphenyl)-(1,1)-biphenyl-4,4'-diamine CC=1C=C(C=CC1)C=1C(=C(C=CC1N)C1=CC=C(C=C1)N)C1=CC(=CC=C1)C